OC1CCC(CC1)NC1=C(C(=O)N)C=CC(=C1)N1C=CC2=C1N=CN=C2NC2=CC=C(C=C2)C(F)(F)F (((1r,4r)-4-hydroxycyclohexyl)amino)-4-(4-((4-(trifluoromethyl)phenyl)amino)-7H-pyrrolo[2,3-d]pyrimidin-7-yl)benzamide